4-(2-(6-(2-bromophenyl)-1,1-dioxido-1,2,6-thiadiazinan-2-yl)acetamido)adamantane-1-carboxamide BrC1=C(C=CC=C1)N1CCCN(S1(=O)=O)CC(=O)NC1C2CC3(CC(CC1C3)C2)C(=O)N